2-((1S,6S)-6-aminocyclohex-3-en-1-yl)-N-((E)-but-2-en-1-yl)-5-chloro-3-methylthieno[3,2-b]pyridin-7-amine trifluoroacetate FC(C(=O)O)(F)F.N[C@H]1CC=CC[C@@H]1C1=C(C2=NC(=CC(=C2S1)NC\C=C\C)Cl)C